C(C)(C)(C)OC(=O)N1CC(C2=CC=C(C=C12)C(NC1=CC(=CC(=C1)C(F)(F)F)N1C=NC(=C1)C)=O)C 3-methyl-6-((3-(4-methyl-1H-imidazol-1-yl)-5-(trifluoromethyl)phenyl)carbamoyl)indoline-1-carboxylic acid tert-butyl ester